[S].C1(CC2C(CC1)O2)CC[Si](OCC)(OCC)C (2-(3,4-epoxycyclohexyl)ethyl)methyldiethoxysilane Sulfur